N-(4-aminophenyl)-4-tert-butylbenzenesulfonamide NC1=CC=C(C=C1)NS(=O)(=O)C1=CC=C(C=C1)C(C)(C)C